ClC[C@H](COC1=C(C=C(C=C1Cl)S(=O)(=O)C1=CC=C(C=C1)OC[C@@H](COC)O)Cl)O (S)-1-chloro-3-(2,6-dichloro-4-((4-((R)-2-hydroxy-3-methoxypropoxy)phenyl)sulfonyl)phenoxy)propan-2-ol